C(=O)(OC(C)(C)C)CC=1C(NC(NC1)=O)=O BOC-thymine